CN1CCN(CC1)C1=CC=C(C=N1)C1=CC=CC=2N1C1=C(N2)C=CC(=C1)N1CCOCC1 (6-(4-methylpiperazin-1-yl)pyridine-3-yl)-8-morpholinylbenzo[4,5]imidazo[1,2-a]pyridine